N-[3-[5-[6-[4-(3-Aminocyclobutoxy)-1-piperidyl]-3-pyridyl]-1H-pyrrolo[2,3-b]pyridine-3-carbonyl]-2,4-difluoro-phenyl]pyrrolidine-1-sulfonamide NC1CC(C1)OC1CCN(CC1)C1=CC=C(C=N1)C=1C=C2C(=NC1)NC=C2C(=O)C=2C(=C(C=CC2F)NS(=O)(=O)N2CCCC2)F